methylpropan-2-ynylamine CNCC#C